BrC1=NC(=C(C(=C1[2H])C)C1=CC=C(C=C1)C(C)(C)C)[2H] 2-bromo-5-(4-(tert-butyl)phenyl)-4-methylpyridine-3,6-d2